C1(=CC=CC=C1)C1CCCCCC1 Phenylcycloheptane